2-Isopropyl-5-(naphthalen-2-yl)benzene-1,3-diol C(C)(C)C1=C(C=C(C=C1O)C1=CC2=CC=CC=C2C=C1)O